FC1(C[C@@H](CN(C1)C=1C(=NC(=CC1)C=1N=NN(C1COC1=NN(C(C=C1)=O)CCC)C)C)CC(=O)[O-])F (S)-2-(5,5-difluoro-1-(2-methyl-6-(1-methyl-5-(((6-oxo-1-propyl-1,6-dihydropyridazin-3-yl)oxy)methyl)-1H-1,2,3-triazol-4-yl)pyridin-3-yl)piperidin-3-yl)acetate